ClC1=NC=2N(C(=C1)NCC1=CC=NN1C1OCCCC1)N=CC2C(C)C 5-chloro-3-isopropyl-N-((1-(tetrahydro-2H-pyran-2-yl)-1H-pyrazol-5-yl)methyl)pyrazolo[1,5-a]pyrimidin-7-amine